BrC1=CC(=NC=C1)NC(=O)C=1C=NN2C1N=CC=C2 N-(4-bromopyridin-2-yl)pyrazolo[1,5-a]pyrimidine-3-carboxamide